FC1=C(C(=O)NC=2C(=CC3=C(N(C(=N3)CCC(C)(C)O)C)C2)C(C)(C)O)C=CC=C1C 2-fluoro-N-(2-(3-hydroxy-3-methylbutyl)-5-(2-hydroxypropan-2-yl)-1-methyl-1H-benzo[d]imidazol-6-yl)-3-methylbenzamide